COCC1OCC=C(C1)C=1C=CC(=NC1)NC(=O)C1CC1 N-(5-(2-(methoxymethyl)-3,6-dihydro-2H-pyran-4-yl)pyridin-2-yl)cyclopropanecarboxamide